N1CC(C1)CC=1C=C2C(=C(NC2=CC1)C=1C=C(C=2N(C1)N=CN2)OC)C(C)C 6-(5-(Azetidin-3-ylmethyl)-3-isopropyl-1H-indol-2-yl)-8-methoxy-[1,2,4]triazolo[1,5-a]pyridin